CN(C=1C=C(C=CC1)NC1=NC(=NC(=C1)C1=CC=CC=C1)C1CNCCC1)C N3,N3-dimethyl-N1-[6-phenyl-2-(3-piperidyl)pyrimidin-4-yl]benzene-1,3-diamine